(S)-1-ethyl-6-((4-((2-hydroxy-1-phenylethyl)amino)-5-(3-(pyridin-3-yl)-1,2,4-oxadiazol-5-yl)pyridin-2-yl)amino)-1,2-dihydro-3H-indazol-3-one C(C)N1NC(C2=CC=C(C=C12)NC1=NC=C(C(=C1)N[C@H](CO)C1=CC=CC=C1)C1=NC(=NO1)C=1C=NC=CC1)=O